BrC1=C(CC2(CCC3(OCCO3)CC2)O)C=CC=C1 8-(2-bromobenzyl)-1,4-dioxaspiro[4.5]decan-8-ol